tert-butyl N-[cis-3-[[3-[N'-(2-chloro-5-fluoro-phenyl)carbamimidoyl]-6-(6-methoxy-4-methyl-3-pyridyl)pyrrolo[1,2-b]pyridazin-4-yl]amino]cyclobutyl]carbamate ClC1=C(C=C(C=C1)F)N=C(N)C1=C(C=2N(N=C1)C=C(C2)C=2C=NC(=CC2C)OC)N[C@H]2C[C@H](C2)NC(OC(C)(C)C)=O